(4-bromo-3-sulfamylphenyl)-2-(2-chlorophenyl)acetamide BrC1=C(C=C(C=C1)C(C(=O)N)C1=C(C=CC=C1)Cl)S(N)(=O)=O